FC(C1=CN=CC(=N1)C=1NC(CC(N1)=O)=O)(F)F 2-(6-(trifluoromethyl)pyrazin-2-yl)pyrimidine-4,6(1H,5H)-dione